silole oxide [SiH2]1(C=CC=C1)=O